benzo[a]phenanthrene C1=CC=CC=2C=3C=CC4=C(C3C=CC12)C=CC=C4